(E)-3-(Dimethyl-amino)-1-(2-(trifluoromethyl)phenyl)prop-2-en CN(/C=C/CC1=C(C=CC=C1)C(F)(F)F)C